Cl.FC1(CNCCC1N1N=NC(=C1)C)F 3,3-difluoro-4-(4-methyl-1H-1,2,3-triazol-1-yl)piperidine hydrochloride